C(#N)CN1N=C2C(N(C(C=C2N2C[C@H](N(C[C@@H]2CC)C(C)C2=C(C(=O)OC)C=C(C=C2)F)CC)=O)C)=C1 methyl 2-(1-((2R,5S)-4-(2-(cyanomethyl)-4-methyl-5-oxo-4,5-dihydro-2H-pyrazolo[4,3-b]pyridin-7-yl)-2,5-diethylpiperazin-1-yl) ethyl)-5-fluorobenzoate